(R)-alpha-difluoromethyl-p-chlorophenyl-glycine methyl ester COC([C@@H](NC1=CC=C(C=C1)Cl)C(F)F)=O